7-Ethyl-4-(4-fluoro-3-(3-methoxybenzo[b]thiophen-2-yl)phenyl)-7H-imidazo[4,5-c]pyridazine C(C)N1C=NC2=C1N=NC=C2C2=CC(=C(C=C2)F)C2=C(C1=C(S2)C=CC=C1)OC